NC1=C2C(C=3C=CC=CC3C(C2=CC=C1N)=O)=O 5,6-diaminoanthraquinone